P(=O)(OC=1N=NNC1)([O-])[O-].[Na+].[Na+] sodium triazolyl phosphate